(R)-2-(2,3-dihydroxypropyl)-8-(2-fluoro-4-iodoanilino)-2,6-naphthyridin-1(2H)-one O[C@H](CN1C(C2=C(C=NC=C2C=C1)NC1=C(C=C(C=C1)I)F)=O)CO